tert-Butyl N-tert-butoxycarbanyl-N-(4,6-dichloropyrimidin-2-yl)carbamate C(C)(C)(C)OCN(C(OC(C)(C)C)=O)C1=NC(=CC(=N1)Cl)Cl